C(C=C)(=O)N1C[C@H]2N(C(C=3C=C(C(=C4C(=CN(C34)CC2)Cl)C2=CC=C(C=3SC(=C(C32)C#N)N)F)F)=O)CC1 4-((S)-10-Acryloyl-4-chloro-2-fluoro-14-oxo-8,8a,9,10,11,12-hexahydro-7H,14H-pyrazino[1',2':5,6][1,5]diazocino[3,2,1-hi]indol-3-yl)-2-amino-7-fluorobenzo[b]thiophene-3-carbonitrile